(+/-)-trans-methyl 3-((2-(5-fluoro-1-tosyl-1H-pyrrolo[2,3-b]pyridin-3-yl)-7-isopropyl-7H-pyrrolo[2,3-d]pyrimidin-4-yl)amino)bicyclo[2.2.2]octane-2-carboxylate FC=1C=C2C(=NC1)N(C=C2C=2N=C(C1=C(N2)N(C=C1)C(C)C)NC1C(C2CCC1CC2)C(=O)OC)S(=O)(=O)C2=CC=C(C)C=C2